1-methyl-9-(1-methyl-1H-pyrazol-4-yl)-N-(quinolin-6-yl)-6,7-dihydro-5H-benzo[c][1,2,3]triazolo[1,5-a]azepin-7-amine CC=1N=NN2C1C1=C(C(CC2)NC=2C=C3C=CC=NC3=CC2)C=C(C=C1)C=1C=NN(C1)C